(2s,4r)-N-ethyl-4-hydroxy-N-(m-tolyl)-pyrrolidine-2-carboxamide C(C)N(C(=O)[C@H]1NC[C@@H](C1)O)C=1C=C(C=CC1)C